(1-(4-bromo-3-(methoxymethoxy)phenyl)-2,2,2-trifluoroethyl)-L-leucine methyl ester COC([C@@H](NC(C(F)(F)F)C1=CC(=C(C=C1)Br)OCOC)CC(C)C)=O